CC1(OC2=CC3=C(C=C2CC1)C(CC(O3)(C)C)=O)C 2,2,8,8-tetramethyl-3,4,7,8-tetrahydro-2H,6H-pyrano[3,2-g]chromen-6-one